[Zn].CC1=CC=CC=2NC(NC21)S 1,3-dihydro-4-methyl-2-mercaptobenzimidazole zinc